(S)-10-((5-chloro-2-(6-methyl-2,6-diazaspiro[3.3]heptan-2-yl)pyrimidin-4-yl)amino)-2-cyclopropyl-3,3-difluoro-7-methyl-1,2,3,4-tetrahydro-[1,4]oxazepino[2,3-c]quinolin-6(7H)-one ClC=1C(=NC(=NC1)N1CC2(C1)CN(C2)C)NC2=CC=1C3=C(C(N(C1C=C2)C)=O)OCC([C@@H](N3)C3CC3)(F)F